C(CCCCCCCCCCCCCCCCC)N.P(OCCCCCC(C)C)(O)O isooctyl phosphite stearylamine salt